L-3-[bis(2-hydroxyethyl)amino]-2-hydroxypropanesulfonic acid OCCN(C[C@@H](CS(=O)(=O)O)O)CCO